C(C1CO1)C=C(C(=O)O)C.C(C(=C)C)(=O)OCC1CO1 epoxypropyl methacrylate (glycidyl methacrylate)